heptamethyldiphenyl-divinyl-heptamethoxyoctasilane C[Si]([Si]([Si]([Si]([Si]([Si]([Si]([Si](OC)(OC)OC)(OC)OC)(OC)OC)(C=C)C=C)(C1=CC=CC=C1)C1=CC=CC=C1)(C)C)(C)C)(C)C